1-(2-fluorophenyl)-(R,R)-1,2-propanediol FC1=C(C=CC=C1)[C@H]([C@@H](C)O)O